ClC=1C(=CC(=C(C1)B(O)O)F)F (5-chloro-2,4-difluorophenyl)boronic acid